β-D-talofuranose O[C@H]1[C@@H](O)[C@@H](O)[C@@H](O1)[C@H](O)CO